3-Methyl-5-[2-(methylamino)ethyl]-1H-indol-4-ol CC1=CNC=2C=CC(=C(C12)O)CCNC